FC1(CC12CNCC2)F 1,1-difluoro-5-azaspiro[2.4]heptane